1-(4-chloro-2-fluorophenyl)-3-(oxetan-3-yl)-4-(4-(trifluoromethyl)benzyl)-piperazine-2,5-dione ClC1=CC(=C(C=C1)N1C(C(N(C(C1)=O)CC1=CC=C(C=C1)C(F)(F)F)C1COC1)=O)F